trimethoxydecylsilane Methyl-1,5-Pentanedicarbamate COC(NCCCCCNC(=O)O)=O.COC(CCCCCCCCC[SiH3])(OC)OC